N-((1,2,4-thiadiazol-5-yl)methyl)-5-(4-(trifluoromethyl)phenyl)-2-naphthamide S1N=CN=C1CNC(=O)C1=CC2=CC=CC(=C2C=C1)C1=CC=C(C=C1)C(F)(F)F